C(C)(C)(C)O tertbutylalcohol